(R)-N-(5-((4-aminothieno[2,3-d]pyrimidin-5-yl)ethynyl)-2-fluoro-4-methylphenyl)-3-(3-fluorophenyl)isoxazolidin-2-carboxamide NC=1C2=C(N=CN1)SC=C2C#CC=2C(=CC(=C(C2)NC(=O)N2OCC[C@@H]2C2=CC(=CC=C2)F)F)C